CN(C1C[C@@H]2[C@@H](OC(O2)(CCCCCCCC\C=C/C\C=C/CCCCC)CCCCCCCC\C=C/C\C=C/CCCCC)C1)C (3aR-5s,6aS)-N,N-dimethyl-2,2-di((9Z,12Z)-octadeca-9,12-dienyl)tetrahydro-3aH-cyclopenta-1,3-dioxol-5-amine